FC(C=1OC(=NN1)C=1C=NC(=CC1)CN1N=NC(=C1)C1=CC=C2C(=CNC2=C1)CN1CCN(CC1)C)F 2-(difluoromethyl)-5-(6-((4-(3-((4-methylpiperazin-1-yl)methyl)-1H-indol-6-yl)-1H-1,2,3-triazol-1-yl)methyl)pyridin-3-yl)-1,3,4-oxadiazole